t-butylperoxy-2-ethyl Hexanoate C(CCCCC)(=O)OC(C)OOC(C)(C)C